C(C)(C)(C)OC(=O)N1C[C@@H](N(CC1)CC1=NOC(=N1)C)C (S)-3-methyl-4-((5-methyl-1,2,4-oxadiazol-3-yl)methyl)piperazine-1-carboxylic acid tert-butyl ester